hydroxy-γ-butyrolactone methacrylate C(C(=C)C)(=O)O.OC1C(=O)OCC1